C(C)(=O)[O-].[Zn+2].C(C)(=O)[O-] zinc (ii) acetate